(S)-tert-butyl 4-(2-chloro-4-(3-(3-chloro-2-(methoxycarbonyl)phenoxy)-5-methylpyridin-4-yl)phenyl)-2-methylpiperazine-1-carboxylate ClC1=C(C=CC(=C1)C1=C(C=NC=C1C)OC1=C(C(=CC=C1)Cl)C(=O)OC)N1C[C@@H](N(CC1)C(=O)OC(C)(C)C)C